tert-butyl (2-((3-azidopropyl)amino)-2-oxoethyl)carbamate N(=[N+]=[N-])CCCNC(CNC(OC(C)(C)C)=O)=O